8-(4-(trifluoromethyl)phenoxy)quinoline-6-carbonitrile FC(C1=CC=C(OC=2C=C(C=C3C=CC=NC23)C#N)C=C1)(F)F